trans-N-(3-(2-Cyclopropyloxazol-4-yl)phenyl)-4-(2-hydroxypropan-2-yl)-N-((trans-4-(5-methoxy-6-methylpyridin-2-yl)cyclohexyl)methyl)cyclohexanecarboxamide C1(CC1)C=1OC=C(N1)C=1C=C(C=CC1)N(C(=O)[C@@H]1CC[C@H](CC1)C(C)(C)O)C[C@@H]1CC[C@H](CC1)C1=NC(=C(C=C1)OC)C